C(C1=CC=CC=C1)OC=1C=CN=C2C=CC(=NC12)OC 8-benzyloxy-2-methoxy-1,5-naphthyridine